ClC=1C(=CC(=C(C1)NC=1C2=C(N=CN1)C=CC(=N2)N2[C@@H]1CN[C@H](C2)C1)F)OCC(F)F N-[5-chloro-4-(2,2-difluoroethoxy)-2-fluoro-phenyl]-6-[(1S,4S)-2,5-diazabicyclo[2.2.1]heptan-2-yl]pyrido[3,2-d]pyrimidin-4-amine